BrC1=CC2=C(C(N3[C@@H](CO2)CN(CC3)C(=O)OC(C)(C)C)=O)N=C1OC([2H])([2H])[2H] tert-butyl (6aR)-3-bromo-2-[(2H3)methyloxy]-12-oxo-6a,7,9,10-tetrahydro-12H-pyrazino[2,1-c]pyrido[2,3-f][1,4]oxazepine-8(6H)-carboxylate